di(biphenylyl)[(phenylcarbazolyl)dimethylfluorenyl]amine C1(=C(C=CC=C1)N(C1=C(C(=C(C=2C3=CC=CC=C3CC12)C1=C(C=CC=2C3=CC=CC=C3NC12)C1=CC=CC=C1)C)C)C1=C(C=CC=C1)C1=CC=CC=C1)C1=CC=CC=C1